1-allyl-3-Methylimidazolium bromide [Br-].C(C=C)N1C=[N+](C=C1)C